tert-butyl (2-(formamidomethyl)pyridin-3-yl)carbamate C(=O)NCC1=NC=CC=C1NC(OC(C)(C)C)=O